2-(4-iodo-5-methyl-imidazol-1-yl)-5-methyl-pyrazine IC=1N=CN(C1C)C1=NC=C(N=C1)C